2-[4-[2-[3-[6-[8-(1,3-Benzothiazol-2-ylcarbamoyl)-3,4-dihydro-1H-isoquinolin-2-yl]-2-tert-butoxycarbonyl-3-pyridyl]-2-methyl-phenoxy]ethyl]-1-piperidyl]acetic acid S1C(=NC2=C1C=CC=C2)NC(=O)C=2C=CC=C1CCN(CC21)C2=CC=C(C(=N2)C(=O)OC(C)(C)C)C=2C(=C(OCCC1CCN(CC1)CC(=O)O)C=CC2)C